6-(2-(methylsulfonyl)pyrimidin-5-yl)hexan-5-ynamide CS(=O)(=O)C1=NC=C(C=N1)C#CCCCC(=O)N